CN1N=CC(=C1)C=1C(=NC=CN1)C1(CC(CCC1)N)N 3-(3-(1-methyl-1H-pyrazol-4-yl)pyrazine-2-yl)cyclohexane-1,3-diamine